tert-butyl (1-(6-(2,4-difluorophenoxy)pyridin-3-yl)ethyl)carbamate FC1=C(OC2=CC=C(C=N2)C(C)NC(OC(C)(C)C)=O)C=CC(=C1)F